(S)- and (R)-2-((4-cyano-2-fluoro-phenethyl)amino)-N-(5-(1-methyl-1H-pyrazol-4-yl)pyridin-2-yl)-2-phenylacetamide C(#N)C1=CC(=C(CCN[C@H](C(=O)NC2=NC=C(C=C2)C=2C=NN(C2)C)C2=CC=CC=C2)C=C1)F |r|